NC1=C(C=NN1C(F)F)S(=O)(=O)NC=1C=CC(=C2C(=CNC12)C#N)C 5-amino-N-(3-cyano-4-methyl-1H-indol-7-yl)-1-(difluoromethyl)pyrazole-4-sulfonamide